C(=O)(O)CCCCCCCCCCCC(=O)O 12-carboxydodecanoic acid